C(C1=CC=CC=C1)OC1=C(C(=C(C=C1)C#C[C@@H]1[C@H](C1)NC(OC(C)(C)C)=O)F)N1S(NC(C1)=O)(=O)=O |o1:16,17| rel-tert-butyl ((1S,2R)-2-((4-(benzyloxy)-3-(1,1-dioxido-4-oxo-1,2,5-thiadiazolidin-2-yl)-2-fluorophenyl)ethynyl)cyclopropyl)carbamate